3,3,3-trifluoro-N-((1-(4-(trifluoromethyl)phenyl)-1,2,3,4-tetrahydro-1,5-naphthyridin-3-yl)methyl)propanamide FC(CC(=O)NCC1CN(C2=CC=CN=C2C1)C1=CC=C(C=C1)C(F)(F)F)(F)F